ClC1=CC=C(C=C1)C1=NC(C=2N(C3=C1C(=C(S3)C)C)C(=NN2)C)CC(=O)OC methyl 2-(4-(4-chlorophenyl)-2,3,9-trimethyl-6H-thieno[3,2-f][1,2,4]triazolo[4,3-a][1,4]diazepin-6-yl)acetate